p-benzyl-biphenyl C(C1=CC=CC=C1)C1=CC=C(C=C1)C1=CC=CC=C1